O=C1N(C=CC=C1)C=1C=NC(=CC1)N[C@@H]1C[C@H](CC1)NC=1N=NC(=CN1)C(=O)N 3-(((1S,3S)-3-((2-Oxo-2H-[1,3'-bipyridin]-6'-yl)amino)cyclopentyl)amino)-1,2,4-triazine-6-carboxamide